[NH4+].[N+](=O)([O-])C1=C(C=CC(=C1)[N+](=O)[O-])O (2,4-dinitrophenol) ammonium